C(C)(C)(C)OC(=O)NCC#CC=1C2=CN(N=C2C=C(C1NC(OCC1=CC=CC=C1)=O)Cl)C benzyl (4-(3-((tert-butoxycarbonyl)amino)prop-1-yn-1-yl)-6-chloro-2-methyl-2H-indazol-5-yl)carbamate